C(C)(C)(C)OC(=O)N1CC(=CCC1)C=1NC2=C(C=C(C=C2C1F)C(=O)OC)B1OC(C(O1)(C)C)(C)C Methyl 2-(1-(tert-butoxycarbonyl)-1,2,5,6-tetrahydropyridin-3-yl)-3-fluoro-7-(4,4,5,5-tetramethyl-1,3,2-dioxaborolan-2-yl)-1H-indole-5-carboxylate